C(C)(C)(C)OC[SiH](C=C)C1=CC=CC=C1 tert-butoxymethylphenyl-vinylsilane